(Oxazol-2-yl)-N-((3-(trifluoromethoxy)pyridin-2-yl)methyl)pyrazine-2-carboxamide O1C(=NC=C1)C=1C(=NC=CN1)C(=O)NCC1=NC=CC=C1OC(F)(F)F